C1(CCCCCC1)[C@@H](C(=O)NC=1C=NN(C(C1)=O)[C@H](C(=O)N(CC(F)(F)F)C)C)NC(=O)C1=CC=NN1C(C)C N-((S)-1-cycloheptyl-2-((1-((S)-1-(methyl-(2,2,2-trifluoroethyl)amino)-1-oxopropan-2-yl)-6-oxo-1,6-dihydropyridazin-4-yl)amino)-2-oxoethyl)-1-isopropyl-1H-pyrazole-5-carboxamide